(Z)-1-(3-(2-isopropyl-5-methylphenyl)-4-oxothiazolidin-2-ylidene)-3-((4-(1-(4-(trifluoromethoxy)phenyl)-1H-1,2,4-triazol-3-yl)phenoxy)methyl)urea C(C)(C)C1=C(C=C(C=C1)C)N1/C(/SCC1=O)=N/C(=O)NCOC1=CC=C(C=C1)C1=NN(C=N1)C1=CC=C(C=C1)OC(F)(F)F